(R or S)-1,1'-binaphthyl C1(=CC=CC2=CC=CC=C12)C1=CC=CC2=CC=CC=C12